BrC=1C=C(C(=NC1)N)C=1OC(=NN1)C1=NC=CC=C1 5-bromo-3-(5-(pyridin-2-yl)-1,3,4-oxadiazol-2-yl)pyridin-2-amine